N-(8-benzyl-3-phenyl-8-azabicyclo[3.2.1]oct-3-yl)-4-(trifluoromethoxy)benzenesulfonamide C(C1=CC=CC=C1)N1C2CC(CC1CC2)(C2=CC=CC=C2)NS(=O)(=O)C2=CC=C(C=C2)OC(F)(F)F